C1(CC1)CN1C(=CC2=CC=CC(=C12)OCC1CNC(C1)=O)C1=NC=2C(=CC=3CCN(C(C3C2)=O)C[C@@H](C)NC)N1C (1-(cyclopropylmethyl)-7-((5-oxopyrrolidin-3-yl)methoxy)-1H-indol-2-yl)-1-methyl-6-((R)-2-(methylamino)propyl)-1,6,7,8-tetrahydro-5H-imidazo[4,5-g]isoquinolin-5-one